(4-(3-(1-(furan-2-yl)-2-nitroethyl)-1H-indol-2-yl)phenyl)boronic acid O1C(=CC=C1)C(C[N+](=O)[O-])C1=C(NC2=CC=CC=C12)C1=CC=C(C=C1)B(O)O